C(C)(C)(C)C1NC(C2=CC(=C(C=C2C1)OCCCOC)Cl)CC(=O)O 2-(3-(tert-butyl)-7-chloro-6-(3-methoxypropoxy)-1,2,3,4-tetrahydroisoquinolin-1-yl)acetic acid